4-{[2-(difluoromethyl)-4-(trifluoromethyl)phenoxy]methyl-3-methoxyphenyl}-2H,4H,5H,6H-7H-pyrazolo[3,4-b]pyridin-6-one FC(C1=C(OCC2=C(C=CC=C2OC)C2C=3C(NC(C2)=O)=NNC3)C=CC(=C1)C(F)(F)F)F